IOC1=C(C(=C(C(=C1O)O)O)O)O iodobenzenehexaol